O=C1NC=CC=C1CN1N=CC=C1 1-[(2-oxo-1H-pyridin-3-yl)methyl]pyrazol